(3S,5R)-5-((6-(2-hydroxy-1-methyl-4-(trifluoromethyl)phenyl)pyridazin-3-yl)amino)-1-methylpiperidin-3-ol OC1C(C=CC(=C1)C(F)(F)F)(C)C1=CC=C(N=N1)N[C@@H]1C[C@@H](CN(C1)C)O